2,4,6-trichloro-s-triazine ClC1=NC(=NC(=N1)Cl)Cl